1-(6-(4-((4-(1H-pyrazol-4-yl)phenyl)amino)pyrimidin-2-yl)-1H-indole-2-carbonyl)pyrrol N1N=CC(=C1)C1=CC=C(C=C1)NC1=NC(=NC=C1)C1=CC=C2C=C(NC2=C1)C(=O)N1C=CC=C1